FC=1C=C2C(=C(C(N(C2=CC1)C)=O)C=1C=2N(C(=CC1)CCC(=O)O)C=CN2)C(F)(F)F 3-(8-(6-fluoro-1-methyl-2-oxo-4-(trifluoromethyl)-1,2-dihydroquinolin-3-yl)imidazo[1,2-a]pyridin-5-yl)propionic acid